ClC=1C(=CC(=C(CN2[C@@H](CCCC2)C(=O)O)C1)OCCCCN1C[C@@H](CC1)O)OCC1=C(C(=CC=C1)C1=CC2=C(OCCO2)C=C1)C (S)-1-(5-Chloro-4-((3-(2,3-dihydrobenzo[b][1,4]dioxin-6-yl)-2-methylbenzyl)oxy)-2-(4-((R)-3-hydroxypyrrolidin-1-yl)butoxy)benzyl)piperidine-2-carboxylic acid